N-[3-chloro-4-[4-(4-hydroxypiperidine-4-carbonyl)piperazine-1-carbonyl]phenyl]-5-[2,3-difluoro-4-[1-(2-methoxyethyl)-5-methyl-pyrazol-4-yl]phenyl]-1-methyl-imidazole-2-carboxamide ClC=1C=C(C=CC1C(=O)N1CCN(CC1)C(=O)C1(CCNCC1)O)NC(=O)C=1N(C(=CN1)C1=C(C(=C(C=C1)C=1C=NN(C1C)CCOC)F)F)C